COCC1=NC2=C(N1)C=C(C=C2C(=O)NCC=2SC=CC2)NC(=O)C2=C(C=CC=C2)C(F)(F)F 2-(Methoxymethyl)-N-(thiophen-2-ylmethyl)-6-({[2-(trifluoromethyl)phenyl]carbonyl}amino)-1H-benzoimidazole-4-carboxamide